ClC1=CCN(C=C1)CNC(CCCCCCCCCCCCCCCCC)=O 4-chloro-N-(stearamidomethyl)pyridine